COC(C(C1=CC=CC=C1)N1C=NC2=C(C1=O)SC(=C2)Br)=O 2-(6-bromo-4-oxothieno[3,2-d]Pyrimidin-3(4H)-yl)-2-phenylacetic acid methyl ester